(S)-4-[[3-(3,4-Difluoro-2-Methoxy-Phenyl)-5-(Difluoromethyl)-4,5-Dimethyl-Tetrahydrofuran-2-Carbonyl]Amino]Pyridine-2-Carboxamide FC=1C(=C(C=CC1F)C1[C@H](OC(C1C)(C)C(F)F)C(=O)NC1=CC(=NC=C1)C(=O)N)OC